FC=1C=C2/C(/C(NC2=CC1)=O)=C(\C)/NC=1C=NC(=CC1)N1CCN(CC1)C1COC1 (Z)-5-Fluoro-3-(1-((6-(4-(oxetan-3-yl)piperazin-1-yl)pyridin-3-yl)amino)ethylidene)indolin-2-one